C(CCCCCCCCCCCCCCCCCCCCCCCCCCCCC)OC(C=C(C(=O)O)CC(=O)O)=O aconitic acid triacontyl ester